IC=1C=C2C(=CC=NC2=CC1)NC1=CC(=CC(=C1)N1N=CN=C1)C 6-Iodo-N-(3-methyl-5-(1H-1,2,4-triazol-1-yl)phenyl)quinolin-4-amine